COC(=O)C=1C(N(C2=CC(=CC=C2C1N)I)C=1C=NC(=CC1)C)=O 4-Amino-7-iodo-1-(6-methylpyridin-3-yl)-2-oxo-1,2-dihydroquinoline-3-carboxylic acid methyl ester